N2-(3,5-dimethoxyphenyl)-5-fluoro-2,4-pyrimidinediamine COC=1C=C(C=C(C1)OC)NC1=NC=C(C(=N1)N)F